C(C1=CC=CC=C1)(=O)C1=CC(=C(OCC(=O)NC=2C=NC=CC2)C=C1)Cl 2-(4-benzoyl-2-chlorophenoxy)-N-(pyridin-3-yl)acetamide